1-(1-dimethylamino-cyclopentylmethyl)-3-(S)-1,2,3,4-tetrahydronaphthalen-2-yl-urea CN(C1(CCCC1)CNC(=O)NC1CC2=CC=CC=C2CC1)C